(1aR,5aR)-2-(2,4-Difluoro-phenyl)-1a,2,5,5a-tetrahydro-1H-2,3-diaza-cyclopropa[a]pentalene-4-carboxylic acid ((1S,2S,4R)-1,3,3-trimethyl-bicyclo[2.2.1]hept-2-yl)-amide C[C@]12[C@@H](C([C@H](CC1)C2)(C)C)NC(=O)C=2C=1C[C@@H]3[C@H](C1N(N2)C2=C(C=C(C=C2)F)F)C3